Cl.C(C1=CC=CC=C1)C1=C(C2=C(N=C(N=C2N)Cl)N1)F benzyl-2-chloro-5-fluoro-7H-pyrrolo[2,3-d]pyrimidin-4-amine hydrochloride